FC(C=1C=2N(C=CC1)N=C(C2)[C@H]2N(CCC1=C2N=CN1)C(=O)C=1OC(=NN1)C1=NC=CC=C1F)F (S)-(4-(4-(difluoromethyl)pyrazolo[1,5-a]pyridin-2-yl)-6,7-dihydro-1H-imidazo[4,5-c]pyridin-5(4H)-yl)(5-(3-fluoropyridin-2-yl)-1,3,4-oxadiazol-2-yl)methanone